N[C@@H]1C[C@@H](CC1)OC1=C(C(=CC(=C1)Cl)F)C1=CC(=NN1)NC=1N=CC(=NC1)C#N 5-((5-(2-(((1R,3S)-3-aminocyclopentyl)oxy)-4-chloro-6-fluorophenyl)-1H-pyrazol-3-yl)amino)pyrazine-2-carbonitrile